Ethyl-((S)-2-((tert-Butoxycarbonyl)amino)-4-fluorobutyryl)-L-phenylalanine glycinate NCC(=O)O.C(C)N([C@@H](CC1=CC=CC=C1)C(=O)O)C([C@H](CCF)NC(=O)OC(C)(C)C)=O